ClCCCOC=1C=CC=2C3CC[C@@]4([C@H](CCC4C3CCC2C1)OCCCO)C 3-(((13S,17S)-3-(3-chloropropoxy)-13-methyl-7,8,9,11,12,13,14,15,16,17-decahydro-6H-cyclopenta[a]phenanthren-17-yl)oxy)propan-1-ol